C(C)N1C=NC2=C1N=NC=C2C=2C=C(C(=CC2)F)C2=C(C=C(C=C2)C=2N=NC=C(C2)OC)COC 7-ethyl-4-(6-fluoro-2'-(methoxymethyl)-4'-(5-methoxypyridazin-3-yl)-[1,1'-biphenyl]-3-yl)-7H-imidazo[4,5-c]Pyridazine